FC=1C=C(C=CC1C)C(C(=O)NN1C(=NC2=CC=CC=C2C1=O)C(C)C)C 2-(3-Fluoro-4-methyl-phenyl)-N-(2-isopropyl-4-oxo-4H-quinazolin-3-yl)-propionamide